C1(CC(CC(C1)CCC(=O)OCCC(C)C)CCC(=O)OCCC(C)C)CCC(=O)OCCC(C)C tri(iso-pentyl) cyclohexane-1,3,5-tripropionate